C[Si](C1=CC=CC=C1)(C)CC(CC(=O)NC=1C=CC=C2C=CC=NC12)CCC(F)(F)F 3-{[Dimethyl(phenyl)silyl]methyl}-6,6,6-trifluoro-N-(quinolin-8-yl)hexanamide